ClC1=CC=C(CSC=2OC3=C(N2)C(=CC=C3)F)C=C1 2-((4-chlorobenzyl)thio)-4-fluorobenzo[d]oxazole